C(C=C)(=O)N1CCN(CC1)C1=C(C=CC=C1)C1=CC2=C(C(=NO2)NS(=O)(=O)C2=C(C=CC=C2OC)OC)C(=C1)OC N-(6-(2-(4-propenoylpiperazin-1-yl)phenyl)-4-methoxybenzo[d]isoxazol-3-yl)-2,6-dimethoxybenzenesulfonamide